C(CC1=CC(O)=C(O)C=C1)(=O)[O-] Homoprotocatechuate